ClC(C1=NC(=NO1)C1=CC=C(C=C1)C(CSC1=CC=C(C=C1)OC(F)(F)F)=O)(F)F 1-(4-(5-(Chlorodifluoromethyl)-1,2,4-oxadiazol-3-yl)phenyl)-2-((4-(trifluoromethoxy)phenyl)thio)ethan-1-on